ClC(C1=NC(=NO1)C1=CC=C(C=C1)C(CS(=O)(=O)C1=CC=C(C=C1)OC(F)(F)F)=O)(F)F 1-(4-(5-(chlorodifluoromethyl)-1,2,4-oxadiazol-3-yl)phenyl)-2-((4-(trifluoromethoxy)phenyl)sulfonyl)ethan-1-one